CC1=C(C=CC=C1C)C1=CC=C(C2=C1OCO2)C(=O)N2[C@@H](C/C(/C2)=N/OC)CO (S,Z)-(7-(2,3-Dimethylphenyl)benzo[d][1,3]dioxol-4-yl)(2-(hydroxymethyl)-4-(methoxyimino)pyrrolidin-1-yl)methanone